N-(1-(1-methylpiperidin-4-yl)-1H-pyrazol-4-yl)-4-(1H-pyrazol-4-yl)pyrimidin-2-amine CN1CCC(CC1)N1N=CC(=C1)NC1=NC=CC(=N1)C=1C=NNC1